Ethyl 3-(4-bromophenyl)-4-cyano-1-(4-hydroxycyclohexanyl)-1H-pyrazole-5-carboxylate BrC1=CC=C(C=C1)C1=NN(C(=C1C#N)C(=O)OCC)C1CCC(CC1)O